[1-isopropyl-3-(trifluoromethyl)pyrazol-4-yl]boronic acid C(C)(C)N1N=C(C(=C1)B(O)O)C(F)(F)F